C(C1=CC=CC=C1)C(C(=O)OC)C(=O)NC1=CC=C(C=C1)SCC1=CC=CC=C1 methyl 2-benzyl-3-((4-(benzylthio) phenyl) amino)-3-oxopropanoate